N1=C(C=CC=C1)C1(NC=CC=C1)C(=O)[O-] 2'-bipyridineAt